Cl.NC(C(=O)N1CCN(CC1)C(=O)NC1=NC(N(C=C1)C1=CC=C(C=C1)CCN1CC2C(C2C1)N)=O)(C)C 4-(2-Amino-2-methylpropanoyl)-N-(1-(4-(2-(endo-6-amino-3-azabicyclo[3.1.0]hexan-3-yl)ethyl)phenyl)-2-oxo-1,2-dihydropyrimidin-4-yl)piperazine-1-carboxamide Hydrochloride Salt